2-amino-6-cyclopropyl-7-((3,3-difluorocyclobutyl)methyl)-1-(5-methyl-1-(tetrahydro-2H-pyran-2-yl)-1H-indazol-4-yl)-1H-pyrrolo[3,2-c]pyridine-3-carboxamide NC1=C(C=2C=NC(=C(C2N1C1=C2C=NN(C2=CC=C1C)C1OCCCC1)CC1CC(C1)(F)F)C1CC1)C(=O)N